FC1=C(C(=C(C(=C1F)F)F)F)[B-](C1=C(C(=C(C(=C1F)F)F)F)F)(C1=C(C(=C(C(=C1F)F)F)F)F)C1=C(C(=C(C(=C1F)F)F)F)F.C(CCCCCCCCCCCCCCCCC)[NH+](CCCCCCCCCCCCCCCC)C1=C(C=CC=C1)C N-octadecyl-N-hexadecyl-tolylammonium [tetrakis(perfluorophenyl)borate]